COC1=CC=C(C=C1)S(=O)(=O)N[C@@H](C)C(=O)OC(C)(C)C tert-Butyl ((4-methoxyphenyl) sulfonyl)-L-alaninate